1,3-bis(bromomethyl)pyridine BrCN1CC(=CC=C1)CBr